4-(1-prop-2-enoyl-3,6-dihydro-2H-pyridin-5-yl)spiro[5,7,8,9-tetrahydro-carbazole-6,1'-cyclopropane]-1-carboxamide C(C=C)(=O)N1CCC=C(C1)C1=CC=C(C=2NC=3CCC4(CC4)CC3C12)C(=O)N